CN(CCCC(=O)OC(CCCCCCCC(=O)OC(CCCCCCCC)CCCCCCCC)CCCCCCC)C heptadecan-9-yl 9-((4-(dimethylamino)butanoyl)oxy)hexadecanoate